C1(=CC=CC=C1)C1=NC(=CC(=C1)C1=CC=C(C=C1)C#C)C1=CC=CC=C1 2,6-diphenyl-4-(4-ethynylphenyl)-pyridine